tert-butyl N-[2-[2-[2-[4-[[2-(2,6-dioxo-3-piperidyl)-1,3-dioxo-isoindolin-5-yl]amino]-1-piperidyl]ethoxy]ethoxy]ethyl]carbamate O=C1NC(CCC1N1C(C2=CC=C(C=C2C1=O)NC1CCN(CC1)CCOCCOCCNC(OC(C)(C)C)=O)=O)=O